CC1=CC(=NC=C1C)C(C)=O 1-(4,5-dimethylpyridin-2-yl)ethanone